FC1(COCC1)C=O 3-FLUORO-3-FORMYLOXOLANE